ClC=1C=CC(=C(C1)C1=CC(=CN=N1)NC1=C2C(=NC=C1)N(C(=C2)C(=O)OC)COCC[Si](C)(C)C)F methyl 4-{[6-(5-chloro-2-fluorophenyl)pyridazin-4-yl]amino}-1-{[2-(trimethylsilyl)ethoxy]methyl}-1H-pyrrolo[2,3-b]pyridine-2-carboxylate